ClC=1C=C2N=C(N=C3C2=C(OCC2[C@H]4CC[C@@H](CN32)N4C(=O)OCC4=CC=CC=C4)N1)F Benzyl (6R,9S)-2-chloro-12-fluoro-5a,6,7,8,9,10-hexahydro-5H-4-oxa-3,10a,11,13,14-pentaaza-6,9-methanonaphtho[1,8-ab]heptalene-14-carboxylate